C1(CCCC1)NCCCN N1-cyclopentylpropane-1,3-diamine